7-(4-chloro-3-(trifluoromethyl)phenyl)-2-(2-(3-fluoropyrrolidin-1-yl)-2-oxoethyl)isoquinolin-1(2H)-one ClC1=C(C=C(C=C1)C1=CC=C2C=CN(C(C2=C1)=O)CC(=O)N1CC(CC1)F)C(F)(F)F